2-CARBAMOYL-5-CHLOROPHENYLBORONIC ACID C(N)(=O)C1=C(C=C(C=C1)Cl)B(O)O